2,2'-[Thianthrene-1,4-diylbis(methyleneoxy[1,1'-binaphthyl]-2',2-diyloxy)]bis(ethan-1-ol) C1(=CC=C(C=2SC3=CC=CC=C3SC12)COC1=C(C2=CC=CC=C2C=C1)C1=C(C=CC2=CC=CC=C12)OCCO)COC1=C(C2=CC=CC=C2C=C1)C1=C(C=CC2=CC=CC=C12)OCCO